ClC=1C=C(C=CC1)C=1OC2=C(C1)C=C(C=C2)CN[C@H](C(=O)N)C (S)-2-(((2-(3-chlorophenyl)benzofuran-5-yl)methyl)amino)propanamide